N[C@H]1C[C@H](CC1)C1=NOC(=C1)N 3-((1S,3R)-3-aminocyclopentyl)isoxazol-5-amine